1-(4-fluorophenyl)-2-(isopropylsulfanyl)-6-oxo-1,6-dihydropyrimidine-5-carboxylic acid FC1=CC=C(C=C1)N1C(=NC=C(C1=O)C(=O)O)SC(C)C